3-(3,3-difluorobutyl)-5-(6,6-difluorospiro[3.3]heptan-2-yl)-8-hydroxy-2-methyl-7-(trifluoromethyl)-2,3,4,5-tetrahydrobenzo[f][1,2,5]thiadiazepine FC(CCC1N(SC2=C(N(C1)C1CC3(C1)CC(C3)(F)F)C=C(C(=C2)O)C(F)(F)F)C)(C)F